7-Bromo-1-cyclopropyl-2-(difluoromethyl)-1H-benzo[d]imidazole-5-carboxylic acid methyl ester COC(=O)C1=CC2=C(N(C(=N2)C(F)F)C2CC2)C(=C1)Br